N[C@H](C(=O)O)CC1=CC=C(C=C1)C1=NOC(=N1)C1=CC=C(C=C1)I (S)-2-amino-3-(4-(5-(4-iodophenyl)-1,2,4-oxadiazol-3-yl)phenyl)propanoic acid